C(C=1C(O)=CC=CC1)(=O)[O-].[Ca+2].C(C=1C(O)=CC=CC1)(=O)[O-] Calcium salicylate